COC(C1=CN=C(C=C1)C1=C(C=CC=C1)F)=O 6-(2-fluorophenyl)nicotinic acid methyl ester